3-[2-(2-tert-Butylphenylamino)-1-hydroxyethyl]-1H-1,2,4-triazol-5(4H)-one C(C)(C)(C)C1=C(C=CC=C1)NCC(O)C1=NNC(N1)=O